3-(2-((1S,4S)-2,5-Diazabicyclo[2.2.1]heptan-2-yl)pyridin-4-yl)-6-(difluoromethyl)imidazo[1,2-b]pyridazine [C@@H]12N(C[C@@H](NC1)C2)C2=NC=CC(=C2)C2=CN=C1N2N=C(C=C1)C(F)F